NC=1C=C(C=CC1)S(=O)(=O)NC=1SC(=C(N1)C1=C(C=CC=C1)C=C)C1=CC(=CC=C1)OCCC(C)(C)C 3-amino-N-[5-[3-(3,3-dimethylbutoxy)phenyl]-4-(2-vinylphenyl)thiazol-2-yl]benzenesulfonamide